N-(2-(1-hydroxycyclopropyl)ethyl)-5-((2-(methoxy-d3)pyridin-3-yl)amino)-7-(methylamino)pyrazolo[1,5-a]pyrimidine-3-carboxamide OC1(CC1)CCNC(=O)C=1C=NN2C1N=C(C=C2NC)NC=2C(=NC=CC2)OC([2H])([2H])[2H]